[Cl-].NC1=C[N+](=NO1)CC1=CC=C(C=C1)Br 5-amino-3-(4-bromobenzyl)-1,2,3-oxadiazol-3-ium chloride